2-(3-(3-(2-(3,5-dimethyl-1H-pyrazol-4-yl)ethoxy)pyridin-2-yl)phenoxy)-N,N-dimethylethan-1-amine CC1=NNC(=C1CCOC=1C(=NC=CC1)C=1C=C(OCCN(C)C)C=CC1)C